C(C#CC#CCNC(=O)NCCCCC(C)C)NC(=O)NCCCCC(C)C 1,1'-(hexa-2,4-diyne-1,6-diyl)bis(3-(5-methylhexyl)urea)